1-(2-((4-(5-(1H-pyrrol-1-yl)pyridin-3-yl)-1H-1,2,3-triazol-1-yl)methyl)imidazo[1,2-a]pyridin-6-yl)-N-(cyclobutylmethyl)methylamine N1(C=CC=C1)C=1C=C(C=NC1)C=1N=NN(C1)CC=1N=C2N(C=C(C=C2)CNCC2CCC2)C1